(S)-6-(6-Chloro-5-fluoro-2-oxo-1,2-dihydrospiro[benzo[d][1,3]oxazine-4,3'-pyrrolidin]-1'-yl)-N-((6-(3-(methoxymethyl)azetidin-1-yl)pyridin-3-yl)methyl)pyrazine-2-carboxamide ClC1=C(C2=C(NC(O[C@]23CN(CC3)C3=CN=CC(=N3)C(=O)NCC=3C=NC(=CC3)N3CC(C3)COC)=O)C=C1)F